1-(4-(2-(2,6-dimethylpyridin-4-yl)-3-isopropyl-1H-indol-5-yl)piperidin-1-yl)-2-((3-hydroxyadamantan-1-yl)amino)ethan-1-one CC1=NC(=CC(=C1)C=1NC2=CC=C(C=C2C1C(C)C)C1CCN(CC1)C(CNC12CC3(CC(CC(C1)C3)C2)O)=O)C